CC1CCC(N(C1)C(C(=O)OCC(F)(F)F)=O)C=1C=C(C=CC1)C 2,2,2-trifluoroethyl 2-[5-methyl-2-(m-tolyl)-1-piperidyl]-2-oxo-acetate